Cl.ClC1=CC(=C(CNCC2CCNCC2)C=C1)OCC N-(4-chloro-2-ethoxybenzyl)-1-(piperidin-4-yl)methanamine hydrochloride